(Z)-N-(4-cyanophenyl)-2-(6-methoxy-2-oxoindolin-3-ylidene)hydrazinecarbothioamide C(#N)C1=CC=C(C=C1)NC(=S)N\N=C\1/C(NC2=CC(=CC=C12)OC)=O